C(C1=CC=CC=C1)OC1=CC(=C(C=C1)F)Br 4-(benzyloxy)-2-bromo-1-fluorobenzene